ClC1=CC2=C(C=N1)C(=CN2C(=O)OC(C)(C)C)I tert-butyl 6-chloro-3-iodo-pyrrolo[3,2-c]pyridine-1-carboxylate